1-(5-(benzo[d][1,2,3]thiadiazol-4-yl)-6-(6-methylpyridin-2-yl)-2,3-dihydro-1H-imidazo[1,2-a]imidazol-1-yl)ethan-1-one S1N=NC2=C1C=CC=C2C2=C(N=C1N2CCN1C(C)=O)C1=NC(=CC=C1)C